(S)-N-(2-(3-fluoropyrrolidin-1-yl)-4-phenylpyridin-3-yl)-2-isopropylpyrimidine-5-carboxamide F[C@@H]1CN(CC1)C1=NC=CC(=C1NC(=O)C=1C=NC(=NC1)C(C)C)C1=CC=CC=C1